4-(7-(1-methylpiperidin-4-yl)-4-(pyridin-3-ylmethoxy)-6,7-dihydro-5H-pyrrolo[2,3-d]pyrimidin-2-yl)morpholine CN1CCC(CC1)N1CCC2=C1N=C(N=C2OCC=2C=NC=CC2)N2CCOCC2